FC(C(C)NC(O[C@H]1CN(CC1(F)F)C=1C=2N(N=C(C1)C=1C(NC(NC1)=O)=O)C=CN2)=O)F (S)-1-(6-(2,4-dioxo-1,2,3,4-tetrahydropyrimidin-5-yl)imidazo[1,2-b]pyridazin-8-yl)-4,4-difluoropyrrolidin-3-yl (1,1-difluoropropan-2-yl)carbamate